CS(=O)(=O)OCC(C)C iso-butyl methanesulfonate